NC1C(CN(C1)C(=O)OC(C)(C)C)C(=O)OCC 1-(tert-butyl) 3-ethyl 4-aminopyrrolidine-1,3-dicarboxylate